(R)-3-((R)-(((S or R)-2-(6-chloropyridin-3-yl)propyl)amino)(phenyl)methyl)-N-ethyl-1,2,3,4-tetrahydropyrido[2,3-b]pyrazine-7-carboxamide ClC1=CC=C(C=N1)[C@@H](CN[C@@H]([C@H]1CNC2=C(N1)N=CC(=C2)C(=O)NCC)C2=CC=CC=C2)C |o1:7|